ClC1=NC=C(C(=C1)N1C[C@H](CC1)NCC)C=1C=NN(C1)C1CCOCC1 (3S)-1-[2-chloro-5-(1-tetrahydropyran-4-ylpyrazol-4-yl)-4-pyridyl]-N-ethyl-pyrrolidin-3-amine